C(N)(O[SiH3])=O Silyl carbamate